4-tert-octyl-benzyl alcohol C(C)(C)(CC(C)(C)C)C1=CC=C(CO)C=C1